C(CC(C)C)NC(CC1CCN(CC1)C(=O)[C@H](CC(C)C)N1C([C@@H](NCC1)CC(C)C)=O)=O (S)-1-[(S)-1-({4-[2-(Isopentylamino)-2-oxoethyl]-1-piperidyl}carbonyl)-3-methylbutyl]-3-isobutyl-2-piperazinone